6-amino-5-(3-hydroxy-2,6-dimethyl-phenyl)-N2-(3-pyridyl)pyrrolo[2,3-b]pyrazine-2,7-dicarboxamide NC1=C(C=2C(=NC=C(N2)C(=O)NC=2C=NC=CC2)N1C1=C(C(=CC=C1C)O)C)C(=O)N